CC1=NC2=C(N1)C=CC(=C2)N2C(=NC=1C=NC=CC12)C=1C(=NON1)N 4-[1-(2-Methyl-1H-benzimidazol-5-yl)-1H-imidazo[4,5-c]pyridin-2-yl]-1,2,5-oxadiazol-3-amin